allyl phosphate ammonium salt [NH4+].P(=O)(OCC=C)([O-])[O-].[NH4+]